FC1=CC=C(C=C1)[C@H]1CCN(CCO1)C1=CC(=C(C(=N1)C)NC(CC(C)(C)C)=O)C (R)-N-(6-(7-(4-fluorophenyl)-1,4-oxazepan-4-yl)-2,4-dimethylpyridin-3-yl)-3,3-dimethylbutanamide